[I-].ClC1=CC=[N+](C2=CC=CC=C12)C(C)C 4-chloro-1-isopropylquinolin-1-ium Iodide